C(C1=CC=CC=C1)[C@H]1N(OCC1)C1=CC(=NC=N1)NC=1C(=CC(=C(C1)C(C(=O)N)=C)N1CCN(CC1)C1CCCC1)OC (5-((6-((R)-3-benzylisooxazolidin-2-yl)pyrimidin-4-yl)amino)-2-(4-cyclopentylpiperazin-1-yl)-4-methoxyphenyl)acrylamide